ClC1=C(C=CC(=C1)F)C=1C(=NN(C1NC1=C(C=CC=C1F)Cl)C)C 4-(2-chloro-4-fluorophenyl)-N-(2-chloro-6-fluoro-phenyl)-1,3-dimethyl-1H-pyrazol-5-amine